ClC1=CC=C2C(=N1)SC(=C2)C2(CC(C2)(C#N)C)O 3-(6-chlorothieno[2,3-b]pyridin-2-yl)-3-hydroxy-1-methylcyclobutane-1-carbonitrile